NC1=C2C(=NC=N1)N(N=C2C2=NOC(=C2C2=CCC(CC2)(O)C)C2CC2)C(C)C 4-(3-(4-amino-1-isopropyl-1H-pyrazolo[3,4-d]pyrimidin-3-yl)-5-cyclopropylisoxazol-4-yl)-1-methylcyclohex-3-en-1-ol